purine-6-sulfinic acid N1=CN=C2N=CNC2=C1S(=O)O